N-(4-(1-methyl-4-(trifluoromethyl)-1H-imidazol-2-yl)benzyl)-9-(tetrahydro-2H-pyran-2-yl)-2-(3-(trifluoromethoxy)phenyl)-8,9-dihydro-7H-purin-6-amine CN1C(=NC(=C1)C(F)(F)F)C1=CC=C(CNC2=C3NCN(C3=NC(=N2)C2=CC(=CC=C2)OC(F)(F)F)C2OCCCC2)C=C1